C(C)(C)(C)OC(=O)N1C(C2(CCC2)CC1)=O 5-oxo-6-azaspiro[3.4]octane-6-carboxylic acid tert-butyl ester